BrC=1C=C(C=NC1)C1=C(N=NN1)C(=O)C=1C(NC2=CC=CC=C2C1C1=CC=CC=C1)=O 3-[5-(5-bromopyridin-3-yl)-1H-1,2,3-triazole-4-carbonyl]-4-phenyl-1,2-dihydroquinolin-2-one